OC=1C=C2CCC(C(C2=CC1)C1=CC=C(C=C1)N1CCC(CC1)N1CCN(CC1)CC1=C(C=CC=C1)N1C(NC(CC1)=O)=O)C1=CC=CC=C1 1-(2-((4-(1-(4-(6-hydroxy-2-phenyl-1,2,3,4-tetrahydronaphthalen-1-yl)phenyl)piperidin-4-yl)piperazin-1-yl)methyl)phenyl)dihydropyrimidine-2,4(1H,3H)-dione